tert-butyl 6-(4-chloro-3-isopropyl-3H-imidazo[4,5-c]pyridin-6-yl)-2-oxo-1-((1s,3s)-3-(piperidin-1-yl)cyclobutyl)spiro[indoline-3,4'-piperidine]-1'-carboxylate ClC1=NC(=CC2=C1N(C=N2)C(C)C)C2=CC=C1C(=C2)N(C(C12CCN(CC2)C(=O)OC(C)(C)C)=O)C2CC(C2)N2CCCCC2